OC1=CC=C2C(=N1)[C@@H]([C@@H](OC2=O)C)C |r| rac-(7s,8s)-2-hydroxy-7,8-dimethyl-7,8-dihydro-5H-pyrano[4,3-b]pyridin-5-one